N-(1-methoxy-2-methylpropan-2-yl)azetidine-3-carboxamide hydrochloride Cl.COCC(C)(C)NC(=O)C1CNC1